[N+](=[N-])=CC(CC[C@@H](C(=O)OC(C)C)NC(C[C@H](C)O)=O)=O isopropyl (S)-6-diazo-2-((S)-3-hydroxybutanamido)-5-oxohexanoate